ClC=1C(=NC(=NC1)NC1=C(C=C(C(=O)NC2=CC(=CC=C2)F)C=C1)OC)C=1C=NN(C1)C(C)C 4-((5-chloro-4-(1-isopropyl-1H-pyrazol-4-yl)pyrimidin-2-yl)amino)-N-(3-fluorophenyl)-3-methoxybenzamide